CC1=NOC(=C1C1=CC(=C(C=C1)NC=1N=C(C2=C(N1)NC=C2C(F)(F)F)NC2CCOCC2)OC)C N2-(4-(3,5-dimethylisoxazol-4-yl)-2-methoxyphenyl)-N4-(tetrahydro-2H-pyran-4-yl)-5-(trifluoromethyl)-7H-pyrrolo[2,3-d]pyrimidine-2,4-diamine